FC=1N=NN(C1C(=O)OCC)[C@H](C)C1=CC=CC=C1 ethyl (R)-4-fluoro-1-(1-phenylethyl)-1H-1,2,3-triazole-5-carboxylate